Cl.Cl.N1CCC(CC1)C1=NC=CN=C1 2-(4-piperidinyl)pyrazine dihydrochloride